C(C)OC(C(=O)C1=NC=C(N=C1Cl)Cl)=O 2-(3,5-dichloropyrazin-2-yl)-2-oxoacetic acid ethyl ester